ClC=1C=C(C=C(C1)F)C1=CCC(CN1C(=O)OC(C)(C)C)C tert-butyl 6-(3-chloro-5-Fluorophenyl)-3-methyl-3,4-dihydropyridine-1(2H)-carboxylate